6-(2-{[(2R,7aS)-2-fluoro-hexahydro-1H-pyrrolizin-7a-yl]methoxy}-4-[(1S,6R)-3,9-diazabicyclo[4.2.1]nonan-3-yl]-8-fluoroquinazolin-7-yl)-4-methyl-5-(trifluoromethyl)pyridin-2-amine F[C@@H]1C[C@@]2(CCCN2C1)COC1=NC2=C(C(=CC=C2C(=N1)N1C[C@@H]2CC[C@H](CC1)N2)C2=C(C(=CC(=N2)N)C)C(F)(F)F)F